trans-2-[[(5S,7S)-7-fluoro-5-phenyl-6,7-dihydro-5H-pyrrolo[1,2-b][1,2,4]triazol-2-yl]thio]cyclopropanecarboxylic acid F[C@H]1C[C@H](N2N=C(N=C21)S[C@H]2[C@@H](C2)C(=O)O)C2=CC=CC=C2